FC=1C=C(CNC#CC)C=CC1 N-(3-fluorobenzyl)propynylamine